1-[2-(Azetidin-1-yl)-2-oxo-ethyl]-3-(fluoromethyl)-6-[5-(trifluoromethyl)-2-thienyl]imidazo[4,5-b]pyridin-2-one N1(CCC1)C(CN1C(N(C2=NC=C(C=C21)C=2SC(=CC2)C(F)(F)F)CF)=O)=O